COC=1C=C(/C=C/C(=O)Cl)C=CC1OC (E)-3,4-dimethoxycinnamoyl chloride